BrC1=C(C=CC(=C1)Br)OC 2,4-dibromo-1-methoxybenzene